N1CCC2(CC1)C(=CC=1CNC=CC12)N dihydrospiro[cyclopenta[c]pyridine-5,4'-piperidin]-6-amine